C(C=C)(=O)OC1=CC=C(C=C1)C(=C(C1=CC=C(C=C1)OC(C=C)=O)F)F 4,4'-diacryloyloxydifluorostilben